NC=1C2=C(N=C(N1)C)C=CC(=N2)C=2C=C(C=CC2)C#C[C@@](C)(O)C=2OC(=NN2)C (R)-4-(3-(4-amino-2-methylpyrido[3,2-d]pyrimidin-6-yl)phenyl)-2-(5-methyl-1,3,4-oxadiazol-2-yl)but-3-yn-2-ol